COC1=C(C=CC=C1C1=NN(C=N1)C)NC1=NC(N(C=C1)C)NC1=CC=C(C=C1)N1CCOCC1 4-((2-methoxy-3-(1-methyl-1H-1,2,4-triazol-3-yl)phenyl)amino)-N-methyl-2-((4-morpholinophenyl)amino)pyrimidine